8-tetrahydropyran-2-yloxycarbonylmethyloxycarbonyl-tetracyclo[4.4.0.12,5.17,10]-3-dodecene O1C(CCCC1)OC(=O)COC(=O)C1C2C3C4C=CC(C3C(C1)C2)C4